Anti-melamine N1=C(N)N=C(N)N=C1N